2-((S)-1-(6-(4-fluoro-1H-pyrazol-1-yl) pyridin-3-yl) ethyl)-1-carbonyl-2-azaspiro[4.5]dec-7-en-8-yl trifluoromethanesulfonate FC(S(=O)(=O)OC1=CCC2(CCN(C2=C=O)[C@@H](C)C=2C=NC(=CC2)N2N=CC(=C2)F)CC1)(F)F